4-[5-(aminomethyl)pyrimidin-2-yl]-3-[2-methyl-6-(oxetan-3-yloxy)pyrimidin-4-yl]oxybenzonitrile NCC=1C=NC(=NC1)C1=C(C=C(C#N)C=C1)OC1=NC(=NC(=C1)OC1COC1)C